3-amino-N-(1-methylcyclopropyl)-2,4-dioxo-1-(3,3,3-trifluoropropyl)-1,2,3,4-tetrahydroquinazoline-6-sulfonamide NN1C(N(C2=CC=C(C=C2C1=O)S(=O)(=O)NC1(CC1)C)CCC(F)(F)F)=O